4-chloro-5-methyl-3-(trifluoromethyl-1H-pyrazol-1-yl)-1-[1-(3-fluorophenyl)-5-iodo-1H-pyrazol-4-yl]pyrrolidin-2-one ClC1C(C(N(C1C)C=1C=NN(C1I)C1=CC(=CC=C1)F)=O)N1N=C(C=C1)C(F)(F)F